OCC1N(CC=2C1=NC=CC2)C(=O)OC(C)(C)C tert-butyl 7-(hydroxymethyl)-5H,6H,7H-pyrrolo[3,4-b]pyridine-6-carboxylate